ClC1=NC=CC(=N1)C1=C(C2=C(N(C(=N2)C)C(C)C)C=C1)OC(C)(C)C (2-Chloropyrimidin-4-yl)-4-tert-butoxy-1-isopropyl-2-methyl-1H-benzo[d]imidazole